Tetradecyltrimethylammonium perbromate Br(=O)(=O)(=O)[O-].C(CCCCCCCCCCCCC)[N+](C)(C)C